C[C@H]1N(C[C@@H](N(C1)C(=O)OC(C)(C)C)C1=CC=C(C=C1)C)C(C(C)C)=O tert-Butyl (2S,5R)-5-methyl-4-(2-methylpropanoyl)-2-(p-tolyl)piperazine-1-carboxylate